[1-(2,6-dioxo-3-piperidinyl)-3-methyl-2-oxo-benzimidazol-4-yl]Cyclobutane O=C1NC(CCC1N1C(N(C2=C1C=CC=C2C2CCC2)C)=O)=O